[N+](=O)([O-])C1=CC=C(OCC2NC(OC2)=O)C=C1 (E)-4-(4-nitrophenoxymethyl)-2-oxazolidinone